tert-butyl ((1r,4r)-4-((2-(6-chloro-6'-cyano-2'-fluoro-5-methoxy-3'-(2-methoxyethoxy)-[1,1'-biphenyl]-3-yl)-2-phenylethyl)amino)cyclohexyl)carbamate ClC1=C(C=C(C=C1C1=C(C(=CC=C1C#N)OCCOC)F)C(CNC1CCC(CC1)NC(OC(C)(C)C)=O)C1=CC=CC=C1)OC